FC(C(C(F)(F)F)OC1C(C(C(C1)(F)F)(F)F)(F)F)(F)F 4-(1,1,1,3,3,3-hexafluoroprop-2-yloxy)-1,1,2,2,3,3-hexafluorocyclopentane